4-(4-[3-Cyano-5-[(1R)-1-(pyridin-2-yl)ethoxy]imidazo[1,2-a]pyridin-7-yl]-5-methyl-1,2,3-triazol-1-yl)piperidine-1-carbonitrile C(#N)C1=CN=C2N1C(=CC(=C2)C=2N=NN(C2C)C2CCN(CC2)C#N)O[C@H](C)C2=NC=CC=C2